C(C=C)[C@]1([C@H](N(C[C@@H]1O)C(=O)OC(C)(C)C)C(=O)OC)CCO (2S,3R-4R)-1-tert-butyl 2-methyl 3-allyl-4-hydroxy-3-(2-hydroxy ethyl)pyrrolidine-1,2-dicarboxylate